2-benzyl-4-chloro-5-iodopyridazin-3-one C(C1=CC=CC=C1)N1N=CC(=C(C1=O)Cl)I